BrC1(C(C2=C(SC(=C2)[N+](=O)[O-])CC1)=O)Br 5,5-dibromo-2-nitro-6,7-dihydrobenzo[b]thiophen-4(5H)-one